C(C)C(=COC1=CC2=CC=CC=C2C=C1)C=CC1=CC=CC=C1 2-((2-Ethyl-4-phenylbutan-1,3-dien-1-yl)oxy)naphthalene